C1CCC12CN(CC2)CC=2C=CC=1N(C2)C=C(N1)CN1N=NC(=C1)C1=C2C=NN(C2=CC(=C1)I)C1OCCCC1 4-(1-((6-((6-azaspiro[3.4]octane-6-yl)methyl)imidazo[1,2-a]pyridin-2-yl)methyl)-1H-1,2,3-triazol-4-yl)-6-iodo-1-(tetrahydro-2H-pyran-2-yl)-1H-indazole